C1=CC(=C2C(=CC=C3C4=CC=CC5=CC=CC(C1=C23)=C45)C(=O)OCCCC)C(=O)OCCCC dibutyl 3,4-perylenedicarboxylate